6-chloro-5-methoxy-3-(1H-pyrazol-4-yl)-2-(5-(trifluoromethyl)-1H-1,2,4-triazol-3-yl)-1H-indole ClC1=C(C=C2C(=C(NC2=C1)C1=NNC(=N1)C(F)(F)F)C=1C=NNC1)OC